ClC1=C(C=C(C(=C1)F)C=1N=NN(N1)C1CC1)NC(=O)C=1C=NN2C1C=C(C=C2)C=2C(=NN(C2)[C@H](C)[C@H](C)O)C |r| Rac-N-(2-chloro-5-(2-cyclopropyl-2H-tetrazol-5-yl)-4-fluorophenyl)-5-(1-((2R,3S)-3-hydroxybutan-2-yl)-3-methyl-1H-pyrazol-4-yl)pyrazolo[1,5-a]pyridine-3-carboxamide